ClC=1C=C(CN2C=CC3=CC(=CC(=C23)C(=O)NCC2=CC=C(C(=O)O)C=C2)C2=CC(=CC(=C2)F)F)C=CC1 4-((1-(3-chlorobenzyl)-5-(3,5-difluorophenyl)-1H-indole-7-carboxamido)methyl)benzoic acid